C(C)(C)(C)C1N(CCN(C1)C=1C(=NC=NC1)C1=CC(=C(C=C1)CNC(=O)C1=NC(=NO1)C(C)(C)C)C)C(=O)O.CNN([C@@H](C)C(=O)O)NC N,N-dimethylaminoalanine tert-butyl-4-(4-(4-((3-(tert-butyl)-1,2,4-oxadiazole-5-carboxamido)methyl)-3-methylphenyl)pyrimidin-5-yl)piperazine-1-carboxylate